2,2-dimethyl-7-nitro-9-(4-methoxyphenyl)-1,2,3,9-tetrahydro-4H-carbazole CC1(CC=2N(C3=CC(=CC=C3C2CC1)[N+](=O)[O-])C1=CC=C(C=C1)OC)C